2-[4-[(E)-3-(3-Hydroxyphenyl)prop-2-enoyl]phenoxy]acetic acid OC=1C=C(C=CC1)/C=C/C(=O)C1=CC=C(OCC(=O)O)C=C1